(R)-(3-(2-(benzofuran-6-yl)ethyl)-1-(2-(pyridin-2-yl)propan-2-yl)pyrrolidin-3-yl)methanol O1C=CC2=C1C=C(C=C2)CC[C@@]2(CN(CC2)C(C)(C)C2=NC=CC=C2)CO